4,4,5,5-tetramethyl-2-[4-(2,2,2-trifluoroethyl)phenyl]-1,3,2-dioxaborolane CC1(OB(OC1(C)C)C1=CC=C(C=C1)CC(F)(F)F)C